ClC1=C(C=2N=C(N=C(C2C=N1)N1CC2CCC(C1)N2C(=O)OC(C)(C)C)OCC2N(CCC2)CCNC(C(F)(F)F)=O)F tert-butyl 3-[7-chloro-8-fluoro-2-[[1-[2-[(2,2,2-trifluoroacetyl)amino]ethyl]pyrrolidin-2-yl]methoxy]pyrido[4,3-d]pyrimidin-4-yl]-3,8-diazabicyclo[3.2.1]octane-8-carboxylate